IC=1C(=NC=NC1NC1=CC(=C(C=C1)OC1=CC2=C(N(C=N2)C)C=C1)C)NCCOC 5-iodo-N4-(2-methoxyethyl)-N6-(3-methyl-4-((1-methyl-1H-benzimidazol-5-yl)oxy)phenyl)pyrimidine-4,6-diamine